Trimethylolpropan tris(3-mercaptopropionat) SCCC(=O)O.SCCC(=O)O.SCCC(=O)O.C(O)C(CC)(CO)CO